6'-{[3-(2,3-dichloro-6-fluorophenyl)pyrrolidin-3-yl]amino}-1'-methylspiro[cyclopropane-1,3'-indol]-2'-one ClC1=C(C(=CC=C1Cl)F)C1(CNCC1)NC1=CC=C2C3(C(N(C2=C1)C)=O)CC3